hydroxymethyl-pentanone OCCC(CCC)=O